methyl (1r,4R)-4-[(3-chlorophenyl)(trifluoroacetyl)amino]-5'-fluoro-2'-[(2R)-3-hydroxy-2-methylpropyl]-6'-(methoxymethoxy)spiro[cyclohexane-1,1'-indene]-4-carboxylate ClC=1C=C(C=CC1)N(C1(CCC2(C(=CC3=CC(=C(C=C23)OCOC)F)C[C@H](CO)C)CC1)C(=O)OC)C(C(F)(F)F)=O